2,6-diphenylpyrimidine-4-carboxylic acid butyl ester C(CCC)OC(=O)C1=NC(=NC(=C1)C1=CC=CC=C1)C1=CC=CC=C1